NC1=NC(=CC(=C1)NCCCC)CC1=CC=C(C=C1)CN1CCN(CC1)C1CCC1 2-Amino-4-(butylamino)-6-(4-((4-cyclobutylpiperazin-1-yl)methyl)benzyl)pyridin